FC(C=1C(=C(C=CC1)[C@@H](C)NC1=NN=C(C=2C1=CN(C(C2)=O)C2(CC2)CO)C)F)F (R)-4-((1-(3-(difluoromethyl)-2-fluorophenyl)ethyl)amino)-6-(1-(hydroxymethyl)cyclopropyl)-1-Methylpyrido[3,4-d]pyridazin-7(6H)-one